The molecule is a dihydroxyflavanone that is pinocembrin substituted by a methyl group at position 8. It has been isolated from the buds of Cleistocalyx operculatus. It has a role as a plant metabolite. It is a dihydroxyflavanone and a (2S)-flavan-4-one. It derives from a pinocembrin. CC1=C2C(=C(C=C1O)O)C(=O)C[C@H](O2)C3=CC=CC=C3